COC(C1=CN=C(C=C1)C=1C=C(C2=C(C=C(O2)CN)C1)C(F)(F)F)=O 6-(2-(aminomethyl)-7-(trifluoromethyl)benzofuran-5-yl)nicotinic acid methyl ester